1-[(4aS,8aR)-4-[4-(difluoromethyl)-6-(2-hydroxy-4,6-dimethyl-phenyl)pyridazin-3-yl]-3,4a,5,7,8,8a-hexahydro-2H-pyrido[4,3-b][1,4]oxazin-6-yl]ethanone FC(C1=C(N=NC(=C1)C1=C(C=C(C=C1C)C)O)N1[C@@H]2[C@H](OCC1)CCN(C2)C(C)=O)F